(S)-5-(6-(cyclohexylamino)-4-(trifluoromethyl)pyridin-3-yl)-N-(2-hydroxy-2-methylpropyl)-4-(2-methylpyrrolidine-1-carbonyl)thiazole-2-carboxamide C1(CCCCC1)NC1=CC(=C(C=N1)C1=C(N=C(S1)C(=O)NCC(C)(C)O)C(=O)N1[C@H](CCC1)C)C(F)(F)F